triethylene glycol bis[3-(3-tert-butyl-5-methyl-4-hydroxyphenyl)-propionate] C(C)(C)(C)C=1C=C(C=C(C1O)C)CCC(=O)OCCOCCOCCOC(CCC1=CC(=C(C(=C1)C)O)C(C)(C)C)=O